NC1=NC=NN2C1=C(C=C2C=2C=C(C(=NC2)C)C(=O)NCC[C@H](OC)C2=CC=C(C=C2)Cl)C(F)(F)F 5-[4-amino-5-(trifluoromethyl)pyrrolo[2,1-f][1,2,4]triazin-7-yl]-N-[(3S)-3-(4-chlorophenyl)-3-methoxypropyl]-2-methylpyridine-3-carboxamide